N-((4-fluoro-2,6-diisopropylphenyl)carbamoyl)-4-hydroxy-4,5,6,7-tetrahydrobenzofuran-2-sulfonamide FC1=CC(=C(C(=C1)C(C)C)NC(=O)NS(=O)(=O)C=1OC2=C(C1)C(CCC2)O)C(C)C